CC1=C(C(=CC(=C1)C)C)N1C(N(CC1)C1=C(C=C(C=C1C)C)C)=[Ru]=CC1=C(C=CC=C1)OC(C)C [1,3-bis(2,4,6-trimethylphenyl)imidazolidin-2-ylidene](([2-(propan-2-yloxy)phenyl]methylidene))ruthenium